(3R)-1-butyl-2,5-dioxo-3-((1R)-1-hydroxy-1-cyclohexylmethyl)-9-(2-(4-methylaminocarbonylphenoxy)ethyl)-1,4,9-triazaspiro[5.5]undecane C(CCC)N1C([C@H](NC(C12CCN(CC2)CCOC2=CC=C(C=C2)C(=O)NC)=O)[C@@H](C2CCCCC2)O)=O